4-Bromo-3-hydroxy-6-pyrazinone BrN1C(=CNC(C1)=O)O